ClC1=C(C=CC=C1Cl)C=CC(=O)C1C(OC(=CC1=O)C)=O 3-[3-(2,3-dichlorophenyl)prop-2-enoyl]-6-methyl-3,4-dihydro-2H-pyran-2,4-dione